(5-(Cyclopropylmethoxy)-3-methylpentyl)benzene C1(CC1)COCCC(CCC1=CC=CC=C1)C